methyl 2-((4-chloro-2-methyl-phenyl)amino)-5-(trifluorometh-yl)nicotinate ClC1=CC(=C(C=C1)NC1=C(C(=O)OC)C=C(C=N1)C(F)(F)F)C